4-(4-((5-(1-(Difluoromethyl)-1H-pyrazol-3-yl)-4-(((1s,4s)-4-hydroxy-4-methylcyclohexyl)amino)pyridin-2-yl)amino)pyrimidin-2-yl)-N,N,3-trimethyl-1H-pyrazole-1-sulfonamide FC(N1N=C(C=C1)C=1C(=CC(=NC1)NC1=NC(=NC=C1)C=1C(=NN(C1)S(=O)(=O)N(C)C)C)NC1CCC(CC1)(C)O)F